OC=1CC(=O)OC(C1O)CC 3,4-dihydroxy-3-hepten-5-lactone